6-(2-chlorophenyl)-2-({2-[3-fluoro-5-(trifluoromethyl)benzyl]-4,4-dimethyl-1,2,3,4-tetrahydroisoquinolin-7-yl}amino)imidazo[1,2-a]pyrimido[5,4-e]pyrimidin-5(6H)-one ClC1=C(C=CC=C1)N1C=2N(C3=C(C1=O)C=NC(=N3)NC3=CC=C1C(CN(CC1=C3)CC3=CC(=CC(=C3)C(F)(F)F)F)(C)C)C=CN2